CS(=O)(=O)C1(CC1)C1=C2C(=NC(=C1)N1[C@@H](COCC1)C)C(=NN2C)C2=NNC=C2 7-(1-Methansulfonyl-cyclopropyl)-1-methyl-5-((R)-3-methyl-morpholin-4-yl)-3-(1H-pyrazol-3-yl)-1H-pyrazolo[4,3-b]pyridin